O[C@H]1[C@@H](CCC1)NC1=C2C(=NC=C1)N(N=C2C(=O)O)COCC[Si](C)(C)C 4-(((1R,2R)-2-hydroxycyclopentyl)amino)-1-((2-(trimethylsilyl)ethoxy)methyl)-1H-pyrazolo[3,4-b]pyridine-3-carboxylic acid